S(=O)(=O)([O-])[O-].[Ba+2].C([O-])(O)=O.[Na+] sodium carbonate barium sulfate